ammonium bicarbonate salt C([O-])(O)=O.[NH4+]